ClC1=CC(=C(C=C1)[C@@]1(OC2=C(O1)C=CC=C2C2CCN(CC2)CC2=C(C=C(C=N2)C2=NOC(=N2)C(F)(F)F)CS(=O)(=O)C)C)F (S)-3-(6-((4-(2-(4-chloro-2-fluorophenyl)-2-methylbenzo[d][1,3]dioxol-4-yl)piperidin-1-yl)methyl)-5-((methylsulfonyl)methyl)pyridin-3-yl)-5-(trifluoromethyl)-1,2,4-oxadiazole